C(C)OP(=O)(OCC)C(C(=O)OCC)CCC=C(C)C ethyl 2-(diethoxyphosphoryl)-6-methylhept-5-enoate